CN(CC#CC1=CC=C(OCCCC2=C(N=CS2)C(=O)O)C=C1)C 5-[3-[4-[3-(dimethylamino)prop-1-ynyl]phenoxy]propyl]thiazole-4-carboxylic acid